CC1=NC=CC=C1C 2,3-dimethylpyridin